N-(2-((2-amino-7-(1H-pyrazol-5-yl)quinolin-4-yl)amino)ethyl)-2-methylthiazole-4-carboxamide NC1=NC2=CC(=CC=C2C(=C1)NCCNC(=O)C=1N=C(SC1)C)C1=CC=NN1